4-(4-((5-cyclopropyl-3-(2,6-dichlorophenyl)isoxazol-4-yl)methoxy)piperidin-1-yl)-2-fluorobenzonitrile C1(CC1)C1=C(C(=NO1)C1=C(C=CC=C1Cl)Cl)COC1CCN(CC1)C1=CC(=C(C#N)C=C1)F